CN(C1=CC=C(C=C2C(NC(S2)=S)=O)C=C1)C 4-dimethylaminobenzalrhodanine